2-[[4-(2-methyl-4-pyridyl)piperazin-1-yl]methyl]-1H-indole CC1=NC=CC(=C1)N1CCN(CC1)CC=1NC2=CC=CC=C2C1